2-(2-phenylquinolin-6-yl)propan-2-ol C1(=CC=CC=C1)C1=NC2=CC=C(C=C2C=C1)C(C)(C)O